ethylene glycol ethyl ether lithium 4-{[6-(5-chloro-2-fluorophenyl)-2H,3H,4H-pyrido[3,2-b][1,4]oxazin-8-yl]amino}pyridine-3-carboxylate ClC=1C=CC(=C(C1)C=1C=C(C=2OCCNC2N1)NC1=C(C=NC=C1)C(=O)[O-])F.[Li+].C(C)OCCO